COC(=O)[C@H]1N[C@@H](CC1)C1=C(C=CC=C1)F (2S,5S)-5-(2-fluorophenyl)pyrrolidine-2-carboxylic acid methyl ester